N-(8,9-difluoro-6-oxo-1,2,3,4,5,6-hexahydrobenzo[c][1,7]naphthyridin-1-yl)-N-methyl-5-(methylsulfonyl)-1H-indole-2-carboxamide FC=1C(=CC2=C(C(NC=3CNCC(C23)N(C(=O)C=2NC3=CC=C(C=C3C2)S(=O)(=O)C)C)=O)C1)F